(1R,3s,5S)-3-((3S,4R)-1-(5-chloropyrimidin-2-yl)-3-hydroxypiperidin-4-yl)-8-azabicyclo[3.2.1]octane-8-carboxylic acid tert-butyl ester C(C)(C)(C)OC(=O)N1[C@H]2CC(C[C@@H]1CC2)[C@@H]2[C@@H](CN(CC2)C2=NC=C(C=N2)Cl)O